2-(1-isobutyl-1H-benzo[d][1,2,3]triazol-5-yl)-5-methylbenzo[d]oxazole C(C(C)C)N1N=NC2=C1C=CC(=C2)C=2OC1=C(N2)C=C(C=C1)C